5-chloro-2-(2-furyl)pyrazolo[1,5-a]Pyrimidine ClC1=NC=2N(C=C1)N=C(C2)C=2OC=CC2